NC=1C2=C(N=CN1)N(C(=C2C2=CC=C(C(=O)NCC1OCC1)C=C2)C2=CC=C(C=C2)NC(C(=C)C)=O)C 4-{4-amino-7-methyl-6-[4-(2-methylpropan-2-enamido)phenyl]-7H-pyrrolo[2,3-d]pyrimidin-5-yl}-N-[(oxetan-2-yl)methyl]benzamide